4-(1-phenylethylamino)-6-(1H-pyrrolo[2,3-b]pyridin-5-yl)quinoline-3-carbonitrile C1(=CC=CC=C1)C(C)NC1=C(C=NC2=CC=C(C=C12)C=1C=C2C(=NC1)NC=C2)C#N